ClC=1C=C(C=CC1Cl)C1=C(C=CC(=C1)F)NC(C)=O N-(3',4'-dichloro-5-fluorobiphenyl-2-yl)acetamide